2-[2-hydroxy-4-{2-(2-ethylhexanoyloxy)ethoxy}phenyl]-4,6-diphenyl-1,3,5-triazine OC1=C(C=CC(=C1)OCCOC(C(CCCC)CC)=O)C1=NC(=NC(=N1)C1=CC=CC=C1)C1=CC=CC=C1